[1,3-bis(2,6-bis-3-pentylphenyl)imidazol-2-ylidene](3-chloropyridyl)dichloropalladium CCC(CC)C1=C(C(=CC=C1)C(CC)CC)N1C(N(C=C1)C1=C(C=CC=C1C(CC)CC)C(CC)CC)=[Pd](Cl)(Cl)C1=NC=CC=C1Cl